(9-amino-5-phenyl-2-(trifluoromethyl)imidazo[1,2-c]thieno[3,2-e]pyrimidin-8-yl)(4-fluoropiperidin-1-yl)methanone NC1=C(SC2=C1C=1N(C(=N2)C2=CC=CC=C2)C=C(N1)C(F)(F)F)C(=O)N1CCC(CC1)F